8-(2-methoxyphenyl)-2-((2-methoxyphenyl)amino)-5-vinylpyrido[2,3-d]pyrimidin-7(8H)-one COC1=C(C=CC=C1)N1C(C=C(C2=C1N=C(N=C2)NC2=C(C=CC=C2)OC)C=C)=O